C1(CCCC1)OC1=CC(=C(C=N1)N1C2=C(SC=3N=CC=C(NC1=O)C32)C(=O)N)C ((R)-6-(cyclopentyloxy)-4-methylpyridin-3-yl)-4-oxo-4,5-dihydro-3H-1-thia-3,5,8-triazaacenaphthylene-2-carboxamide